8,8-dimethyl-2-(methyl(phenyl)amino)-7-oxospiro[3.5]nonane-6-carbonitrile CC1(C(C(CC2(CC(C2)N(C2=CC=CC=C2)C)C1)C#N)=O)C